CN(C1=NC(N([C@H]2[C@@H]([C@H](O)[C@@H](CO)O2)F)C=C1)=O)C 4-N,N-dimethyl-2'-fluoro-2'-deoxycytidine